4-(1-(4-(Perfluoroethoxy)phenyl)-1H-1,2,4-triazol-3-yl)phenethyl (Z)-(3-(5-chloro-2-isopropylphenyl)-4-oxothiazolidin-2-ylidene)carbamate ClC=1C=CC(=C(C1)N1/C(/SCC1=O)=N/C(OCCC1=CC=C(C=C1)C1=NN(C=N1)C1=CC=C(C=C1)OC(C(F)(F)F)(F)F)=O)C(C)C